F[Sb-](F)(F)(F)(F)F.C12C(CC(C=C1)C2)CCCCN(C)[P+](N(C(C)C)C)(N(C(C)C)C)N(C)C(C)C ((4-(bicyclo[2.2.1]hept-5-en-2-yl)butyl)(methyl)amino)tris(isopropyl(methyl)amino)phosphonium hexafluoroantimonate